C(CCCCC(=O)O)(=O)O.CC(CO)CCCCCCO 2-methyl-1,8-octanediol adipate